1-(2,3-dihydrobenzofuran-7-yl)-4,4-difluorocyclohexan-1-ol O1CCC2=C1C(=CC=C2)C2(CCC(CC2)(F)F)O